methyl 7-(3-methyl-6-(pyrrolidin-1-yl) indolin-1-yl)-7-oxoheptanoate CC1CN(C2=CC(=CC=C12)N1CCCC1)C(CCCCCC(=O)OC)=O